N-((5-chloro-6-(((5-methylisoxazol-3-yl)methyl)amino)-1H-indol-2-yl)methyl)pyrrolidine-1-carboxamide ClC=1C=C2C=C(NC2=CC1NCC1=NOC(=C1)C)CNC(=O)N1CCCC1